ClC1=C(C=CC=C1Cl)N1CCN(CC1)CCCN1C2=C(CCC3=C1C=CC=C3)C=CC=C2 3-[4-(2,3-dichlorophenyl)piperazin-1-yl]-1-[10,11-dihydro-5H-dibenzo[b,f]azepin-5-yl]propan